racemic-3-((1S,2S)-2-(6-(2,4-dimethoxypyrimidin-5-yl)imidazo[1,2-b]pyridazin-8-yl)cyclopropyl)benzoic acid COC1=NC=C(C(=N1)OC)C=1C=C(C=2N(N1)C=CN2)[C@@H]2[C@H](C2)C=2C=C(C(=O)O)C=CC2 |r|